C1(CC1)CCC(N1C(C=CC=C1)=O)C=1C=CC(=C(C1)NC(=O)[C@@H]1N(C[C@@H](C1)OC)C(=O)OC(C)(C)C)F (2R,4R)-tert-butyl 2-(5-(3-cyclopropyl-1-(2-oxopyridin-1(2H)-yl)propyl)-2-fluorophenylcarbamoyl)-4-methoxypyrrolidine-1-carboxylate